N(=C=O)CC1=C(C=C(C=C1)C)CN=C=O Bis(isocyanatomethyl)-5-methylbenzene